[NH4+].COC(=O)N[C@H](C(=O)N[C@@H](CC1=CC=C(C=C1)NS(=O)(=O)[O-])C=1N=C(SC1)C=1SC=CC1)CC1=CC=CC=C1 4-{(S)-2-[(S)-2-(methoxycarbonylamino)-3-phenyl-propionylamino]-2-[2-(thien-2-yl)thiazol-4-yl]ethyl}phenylaminosulfonic acid ammonium salt